Cl.FC=1C=C(C=CC1)C=O (3-fluorophenyl)methanone hydrochloride